6-Phenyl-N-[(1s,4s)-4-[6-(trifluoromethyl)-1H-benzo[d]imidazol-2-yl]bicyclo[2.2.1]heptan-1-yl]pyridazin-3-amine C1(=CC=CC=C1)C1=CC=C(N=N1)NC12CCC(CC1)(C2)C2=NC1=C(N2)C=C(C=C1)C(F)(F)F